2-(3-Chlorophenyl)-6,7-dihydro-5H-cyclopenta[d]pyrimidin ClC=1C=C(C=CC1)C=1N=CC2=C(N1)CCC2